2-(2-(Trifluoromethyl)pyridin-4-yl)acetonitrile FC(C1=NC=CC(=C1)CC#N)(F)F